(Z)-1-(4-amino-2-fluorobut-2-en-1-yl)-4-(3-(ethylsulfonyl)phenyl)-N-methyl-1H-benzo[d][1,2,3]triazole-6-carboxamide NC\C=C(\CN1N=NC2=C1C=C(C=C2C2=CC(=CC=C2)S(=O)(=O)CC)C(=O)NC)/F